ON1C(N(C2=C(C1=O)C=CC=N2)C2=CC=CC=C2)=O 3-hydroxy-1-phenylpyrido[2,3-d]pyrimidine-2,4(1H,3H)-dione